ClC=1C=C2C=C(NC2=CC1OCC1=NOC(=C1)C)CNC(C(C)C)=O N-((5-chloro-6-((5-methylisoxazol-3-yl)methoxy)-1H-indol-2-yl)methyl)isobutyramide